(5-methylthiophene-2-yl)boron CC1=CC=C(S1)[B]